N1(CCCCCC1)C=1C=C(C=CC1C(=O)N1C(CNCC1)C=1SC=CC1)NC(=O)C1CC1 N-[3-(azepan-1-yl)-4-[2-(thiophen-2-yl)piperazine-1-carbonyl]phenyl]cyclopropanecarboxamide